FC1=CC=C(C=C1)N1N=CC2=CC(=C(C=C12)C)C1NCCN(C1)S(=O)(=O)C1=NN(C=C1)C 1-(4-fluorophenyl)-6-methyl-5-(4-((1-methyl-1H-pyrazol-3-yl)sulfonyl)piperazin-2-yl)-1H-indazole